ClC=1N=CC(=NC1C)C(=O)N1CCN(CC1)C=1OC=2C(=NC(=CC2)C)N1 (5-chloro-6-methyl-pyrazin-2-yl)-[4-(5-methyloxazolo[4,5-b]pyridin-2-yl)piperazin-1-yl]methanone